anthryl glycidyl ether C(C1CO1)OC1=CC=CC2=CC3=CC=CC=C3C=C12